(1R,2R)-1-((2R,3R,4S,6S)-3-acetamido-4-acetoxy-6-(methoxycarbonyl)-6-(p-tolylthio)tetrahydro-2H-pyran-2-yl)-3-(3-phenoxybenzamido)propane-1,2-diyl diacetate C(C)(=O)O[C@H]([C@@H](CNC(C1=CC(=CC=C1)OC1=CC=CC=C1)=O)OC(C)=O)[C@@H]1O[C@@](C[C@@H]([C@H]1NC(C)=O)OC(C)=O)(SC1=CC=C(C=C1)C)C(=O)OC